FC1(CN(CC[C@H]1NC1=NN2C(C(=N1)OC)=C(C(=C2)F)C=2C=CC1=C(N(C(=N1)C)CCF)C2)C(C)=O)F (R)-1-(3,3-difluoro-4-((6-fluoro-5-(1-(2-fluoroethyl)-2-methyl-1H-benzo[d]imidazol-6-yl)-4-methoxypyrrolo[2,1-f][1,2,4]triazin-2-yl)amino)piperidin-1-yl)ethan-1-one